1-(6-spiro[2H-benzofuran-3,1'-cyclopropane]-4-yloxy-3-pyridinyl)-3H-imidazo[4,5-b]pyridin-2-one C12(CC1)COC1=C2C(=CC=C1)OC1=CC=C(C=N1)N1C(NC2=NC=CC=C21)=O